FC(COC=1C=C(C(=O)O)C=C(C1C1=CN(C2=NC=C(C=C21)C=2C(=NOC2C)C)C2=CC=CC=C2)F)F 3-(2,2-difluoroethoxy)-4-(5-(3,5-dimethylisoxazol-4-yl)-1-phenyl-1H-pyrrolo[2,3-b]pyridin-3-yl)-5-fluorobenzoic acid